4-(3-isopropyl-2-(6-methyl-7-oxo-6,7-dihydro-1H-pyrrolo[2,3-c]pyridin-4-yl)-1H-indol-5-yl)piperidine-1-carboxylic acid tert-butyl ester C(C)(C)(C)OC(=O)N1CCC(CC1)C=1C=C2C(=C(NC2=CC1)C=1C2=C(C(N(C1)C)=O)NC=C2)C(C)C